N,N'-bis(2,3-dihydroxybenzylidene)o-phenylenediamine OC1=C(C=NC2=C(C=CC=C2)N=CC2=C(C(=CC=C2)O)O)C=CC=C1O